4-amino-3-methylcyclohexyl-methane NC1C(CC(CC1)C)C